butanyl-benzene C(CCC)C1=CC=CC=C1